(S)-4-((5-(5-amino-5,7-dihydrospiro[cyclopenta[b]pyrazine-6,4'-piperidin]-1'-yl)pyrazin-2-yl)thio)-3-chlorobenzamide N[C@@H]1C=2C(=NC=CN2)CC12CCN(CC2)C=2N=CC(=NC2)SC2=C(C=C(C(=O)N)C=C2)Cl